C(#C)[Si](C1=C(C=CC=C1)C(F)(F)F)(C1=C(C=CC=C1)C(F)(F)F)C1=C(C=CC=C1)C(F)(F)F ethynyltris(2-trifluoromethylphenyl)silane